COC=1C=C(CCN(CC(CC(=O)OCC2=CC=CC=C2)N2CCCCC2)C)C=CC1OC Benzyl 4-((3,4-dimethoxyphenethyl)(methyl) amino)-3-(piperidin-1-yl)butanoate